6-bromo-2-[(4-chloro-phenyl)methoxy]-3-fluoro-pyridine BrC1=CC=C(C(=N1)OCC1=CC=C(C=C1)Cl)F